Ethyl 5-(4-fluorobenzoyl)-4H-1,2,4-triazole-3-carboxylate FC1=CC=C(C(=O)C=2NC(=NN2)C(=O)OCC)C=C1